tert-butyl (2S)-2-((5-(2-(4-bromo-6-chloro-1-(tetrahydro-2H-pyran-2-yl)-1H-indazol-5-yl)ethyl)oxazol-2-yl)methyl)morpholine-4-carboxylate BrC1=C2C=NN(C2=CC(=C1CCC1=CN=C(O1)C[C@H]1CN(CCO1)C(=O)OC(C)(C)C)Cl)C1OCCCC1